Tert-butyl (3R)-3-(methylsulfanyl)pyrrolidine-1-carboxylate CS[C@H]1CN(CC1)C(=O)OC(C)(C)C